methyl 4-(3-amino-1,2,4-triazin-6-yl)-2-fluorobenzoate NC=1N=NC(=CN1)C1=CC(=C(C(=O)OC)C=C1)F